3-({[(4R)-7-(2-cyanophenyl)-3,4-dihydro-2H-1-benzopyran-4-yl]methyl}amino)pyridine-4-carboxylic acid C(#N)C1=C(C=CC=C1)C1=CC2=C([C@@H](CCO2)CNC=2C=NC=CC2C(=O)O)C=C1